COC1=CC=CC2=C1OC1(CCCCC1)OC2=O 8-methoxy-4H-spiro[benzo[d][1,3]dioxine-2,1'-cyclohexane]-4-one